6-cyclopropyl-3,4-dihydro-1H-isoquinoline-2-carboxylic acid tert-butyl ester C(C)(C)(C)OC(=O)N1CC2=CC=C(C=C2CC1)C1CC1